OC(C(=O)O)C1=CC=C(C=C1)C(F)(F)F 2-hydroxy-2-(4-(trifluoromethyl)phenyl)acetic acid